racemic-1-(3-(aminomethyl)phenyl)-N-(5-((cyclopropyl-methyl-amino)(2-hydroxyphenyl)methyl)-2-fluorophenyl)-3-(trifluoromethyl)-1H-pyrazole-5-carboxamide Bismuth (III) acetate C(C)(=O)[O-].[Bi+3].NCC=1C=C(C=CC1)N1N=C(C=C1C(=O)NC1=C(C=CC(=C1)[C@H](C1=C(C=CC=C1)O)N(C)C1CC1)F)C(F)(F)F.C(C)(=O)[O-].C(C)(=O)[O-] |r|